C(C)N([C@@H](CCCCN)C(=O)O)CC diethyl-lysine